2-ethyl-anthraquinone C(C)C1=CC=2C(C3=CC=CC=C3C(C2C=C1)=O)=O